tert-Butyl 2-(6,7-dichloro-3-(4-chlorophenylamino)-9H-carbazol-1-yl)ethylcarbamate ClC=1C=C2C=3C=C(C=C(C3NC2=CC1Cl)CCNC(OC(C)(C)C)=O)NC1=CC=C(C=C1)Cl